C(CC(C)C)C1=C(N=C(N1C(=O)N)OC)C isopentyl-2-methoxy-4-methyl-1H-imidazole-1-carboxamide